methyl 4-chloro-6-(trifluoromethyl)-1H-indole-2-carboxylate ClC1=C2C=C(NC2=CC(=C1)C(F)(F)F)C(=O)OC